2-methyl-1-(morpholine-4-carbonyl)-2,3-dihydroquinolin-4(1H)-one CC1N(C2=CC=CC=C2C(C1)=O)C(=O)N1CCOCC1